6-bromo-4-methyl-1,2,3,4-tetrahydroisoquinoline hydrochloride Cl.BrC=1C=C2C(CNCC2=CC1)C